BrC=1N(C=C(N1)CNC1=C(C(=O)N)C=CC(=C1)C(F)(F)F)COCC[Si](C)(C)C 2-(((2-bromo-1-((2-(trimethylsilyl)ethoxy)methyl)-1H-imidazol-4-yl)methyl)amino)-4-(trifluoromethyl)benzamide